nonyl 8-((6-((4,4-bis(((Z)-oct-5-en-1-yl)oxy)butanoyl)oxy)hexyl)(2,3-dihydroxypropyl)amino)octanoate C(CCC\C=C/CC)OC(CCC(=O)OCCCCCCN(CCCCCCCC(=O)OCCCCCCCCC)CC(CO)O)OCCCC\C=C/CC